N[C@H](C(=O)O)CCC(C)NC(CI)=O (2S)-(+)-amino-5-iodoacetamidohexanoic acid